trifluoromethylSulfamic acid FC(F)(F)NS(O)(=O)=O